FC(C=1C=C(CC2CCC3(CN(C3)C(=O)C3CC(C3)(C)O)CC2)C=CC1)F (7-(3-(difluoromethyl)benzyl)-2-azaspiro[3.5]non-2-yl)((1s,3s)-3-hydroxy-3-methylcyclobutyl)methanone